NC1=C(C(=O)NC2=NNC3=CC=C(C=C23)CC2=CC(=CC(=C2)F)F)C=CC=C1 2-amino-N-[5-[(3,5-difluorophenyl)methyl]-1H-indazol-3-yl]benzamide